NC1=CC=C(C(=O)NNC([O-])=O)C=C1 4-aminobenzamidocarbamate